rac-((1R,2S)-2-(4-bromo-6-methyl-1-(tetrahydro-2H-pyran-2-yl)-1H-indazol-5-yl)cyclopropyl)methanol BrC1=C2C=NN(C2=CC(=C1[C@@H]1[C@@H](C1)CO)C)[C@@H]1OCCCC1 |&1:16|